4-((4-cyclobutylpiperidin-1-yl)sulfonyl)aniline C1(CCC1)C1CCN(CC1)S(=O)(=O)C1=CC=C(N)C=C1